N-(1H-pyrazol-3-yl)benzamide N1N=C(C=C1)NC(C1=CC=CC=C1)=O